C1N(CCC2=CC=NC=C12)C(=O)C=1N=C2N(N1)[C@@H](C[C@@H]2F)C2=CC=CC=C2 |r| 3,4-dihydro-1H-2,7-naphthyridin-2-yl-[rac-(5s,7s)-7-fluoro-5-phenyl-6,7-dihydro-5H-pyrrolo[1,2-b][1,2,4]triazol-2-yl]methanone